FC1=CC(=C2CN(N(C(C2=C1)=O)C1C(NC(CC1)=O)=O)C)[N+](=O)[O-] 3-(7-fluoro-3-methyl-5-nitro-1-oxo-3,4-dihydrophthalazin-2(1H)yl)piperidine-2,6-dione